CC1C(CCCC1)C1=C(C(=O)N)C=CC=C1 (2-methylcyclohexyl)benzamide